FC(C1=C(C=CC=C1)C1=NC(=NO1)C(=O)O)(F)F 5-[2-(trifluoromethyl)phenyl]-1,2,4-oxadiazole-3-carboxylic acid